hydroxyethyl methacrylate (Hydroxyethylmethacrylate) OCCC=C(C(=O)O)C.C(C(=C)C)(=O)OCCO